(R)-5-tert-butyl 3-ethyl 2-((R)-1-(((benzyloxy) carbonyl) amino) propan-2-yl)-6-methyl-6,7-dihydro-2H-pyrazolo[4,3-c]pyridine-3,5(4H)-dicarboxylate C(C1=CC=CC=C1)OC(=O)NC[C@@H](C)N1N=C2C(CN([C@@H](C2)C)C(=O)OC(C)(C)C)=C1C(=O)OCC